BrC=1C(=NSC1)OCCNC([O-])=O (2-((4-bromoisothiazol-3-yl)oxy)ethyl)carbamate